(7-((5-Cyclopropylpyridin-2-yl)oxy)-2-azaspiro[3.5]nonan-2-yl)((1s,3s)-3-hydroxy-3-methylcyclobutyl)methanon C1(CC1)C=1C=CC(=NC1)OC1CCC2(CN(C2)C(=O)C2CC(C2)(C)O)CC1